CC1=CN=C(S1)C=1C=C(C(=O)N[C@H](C)C=2C=NC(=NC2)C(F)(F)F)C=C(C1)O[C@H]1COCC1 3-(5-Methyl-1,3-thiazol-2-yl)-5-[(3R)-tetrahydrofuran-3-yloxy]-N-{(1R)-1-[2-(trifluoro-methyl)-pyrimidin-5-yl]ethyl}benzamide